tert-butyl 8-methoxy-1,3,4,5-tetrahydro-2H-pyrido[4,3-b]indole-2-carboxylate COC1=CC=2C3=C(NC2C=C1)CCN(C3)C(=O)OC(C)(C)C